2-(1-((1-methyl-1H-pyrazol-4-yl)methyl)-4-phenethylpiperidin-4-yl)pyridine CN1N=CC(=C1)CN1CCC(CC1)(CCC1=CC=CC=C1)C1=NC=CC=C1